4-hydroxy-3-{[(1-methyl-4-oxo-1,4-dihydroquinolin-3-yl)methyl]amino}piperidine-1-carboxylate OC1C(CN(CC1)C(=O)[O-])NCC1=CN(C2=CC=CC=C2C1=O)C